2-BUTYLOCTYL BUTYRATE C(CCC)(=O)OCC(CCCCCC)CCCC